OC=1C(=C(C(=O)O)C(=C(C1)O)C)C 3,5-dihydroxy-2,6-dimethylbenzoic acid